CC1=C(C=CC2=C1C(OC(N2)=O)=O)[N+](=O)[O-] 5-methyl-6-nitro-1H-3,1-benzoxazine-2,4-dione